((2S,3R,6R)-2,6-Dimethyl-3-(((5-(trifluoromethyl)pyrimidin-2-yl)amino)methyl)morpholino)(3-(5-fluoropyrimidin-2-yl)-5,6-dihydro-4H-pyrrolo[1,2-b]pyrazol-2-yl)methanone C[C@@H]1O[C@@H](CN([C@@H]1CNC1=NC=C(C=N1)C(F)(F)F)C(=O)C=1C(=C2N(N1)CCC2)C2=NC=C(C=N2)F)C